F[C@H]1[C@@H]([C@H](O[C@H]1N1C2=NC=NC(=C2N=C1)NC1=CC(=CC=C1)SC(F)(F)F)CO)O (2R,3R,4S,5R)-4-fluoro-2-(hydroxymethyl)-5-(6-((3-((trifluoromethyl)thio)phenyl)amino)-9H-purin-9-yl)tetrahydrofuran-3-ol